2-ethyl-6-fluoro-N-{8-fluoro-2-methylimidazo[1,2-a]pyridin-6-yl}-4-(4-methylpiperazin-1-yl)indazole-7-carboxamide C(C)N1N=C2C(=C(C=C(C2=C1)N1CCN(CC1)C)F)C(=O)NC=1C=C(C=2N(C1)C=C(N2)C)F